1-(Pyridin-2-yl)-2-[2-(pyridin-3-yl)-1,3-benzoxazol-5-yl]ethan-1-ol N1=C(C=CC=C1)C(CC=1C=CC2=C(N=C(O2)C=2C=NC=CC2)C1)O